CC1=CC(=NN1)C(=O)N 5-methyl-1H-pyrazole-3-carboxamide